[Cl-].C(CCCCCCCCCCCCCCC)C=CC[N+](CC=C)(C)C cetyl-dimethyldiallylammonium chloride